2-(1-Cyclobutyl-1H-pyrazol-4-yl)-3-fluoro-5-[({1-[2-fluoro-4-(trifluoromethoxy)phenyl]cyclopropyl}carbonyl)amino]benzoic acid C1(CCC1)N1N=CC(=C1)C1=C(C(=O)O)C=C(C=C1F)NC(=O)C1(CC1)C1=C(C=C(C=C1)OC(F)(F)F)F